BrC1=CC=2C(C3=CC(=CC=C3C2C=C1)Br)(CCOCCOCCOC)CCOCCOCCOC 2,7-dibromo-9,9-bis(2-(2-(2-methoxyethoxy)ethoxy)ethyl)-fluorene